C(#N)CC(=O)N1C[C@@H]([C@@H](CC1)C)NC1=C2C(=NC=C1C(=O)OCOC)NC=C2 methoxymethyl 4-(((3R,4R)-1-(2-cyanoacetyl)-4-methylpiperidin-3-yl)amino)-1H-pyrrolo[2,3-b]pyridine-5-carboxylate